4'-(6-(acryloyloxy)hexyloxy)biphenyl-nitrile C(C=C)(=O)OCCCCCCOC1=CC=C(C=C1)C=1C(=CC=CC1)C#N